CN1C(N(C2=C1C=CC(=C2)C#N)C)=O 1,3-dimethyl-2-oxo-benzimidazole-5-carbonitrile